N-((8-cyano-1,2,3,5,6,7-hexahydro-s-indacen-4-yl)carbamoyl)-4,6,7,8-tetrahydro-5,8-ethanofuro[3,2-c]azepine-2-sulfonamide C(#N)C=1C=2CCCC2C(=C2CCCC12)NC(=O)NS(=O)(=O)C1=CC=2CN3CCC(C2O1)CC3